E-formic acid C(=O)O